methyl 3-amino-5-fluoro-1-oxo-1λ5,2,4-benzotriazine-8-carboxylate NC=1N=N(C2=C(N1)C(=CC=C2C(=O)OC)F)=O